Bis(propylamino)diethylsilane C(CC)N[Si](CC)(CC)NCCC